tert-butyl 3-(4,6-dichloro-1,3,5-triazin-2-yl)-3,8-diazabicyclo[3.2.1]octane-8-carboxylate ClC1=NC(=NC(=N1)Cl)N1CC2CCC(C1)N2C(=O)OC(C)(C)C